1-methyl-4-(4-(4,4,5,5-tetramethyl-1,3,2-dioxaborolan-2-yl)phenyl)-1H-pyrazole CN1N=CC(=C1)C1=CC=C(C=C1)B1OC(C(O1)(C)C)(C)C